(S)-2-((4-(6-((5-carbamoylthiophen-2-yl)methoxy)pyridin-2-yl)piperidin-1-yl)methyl)-1-(oxetan-2-ylmethyl)-1H-benzo[d]imidazole-6-carboxylic acid C(N)(=O)C1=CC=C(S1)COC1=CC=CC(=N1)C1CCN(CC1)CC1=NC2=C(N1C[C@H]1OCC1)C=C(C=C2)C(=O)O